BrC=1C(=NC(=NC1)NC=1C(=NN(C1)C1CCN(CC1)C)C)NCCCN1CCOCC(C1=O)(C)C 4-(3-((5-bromo-2-((3-methyl-1-(1-methylpiperidin-4-yl)-1H-pyrazol-4-yl)amino)pyrimidin-4-yl)amino)propyl)-6,6-dimethyl-1,4-oxazepan-5-one